2-(2-fluorobenzoyl)-2,3,4,9-tetrahydro-1H-β-carboline FC1=C(C(=O)N2CC=3NC4=CC=CC=C4C3CC2)C=CC=C1